OC(CNC(C1=CC=C(C=C1)C(=O)N1C2COCC1CC2)=O)CN2CC1=C(N(C=3C=CC=CC13)C)CC2 N-(2-hydroxy-3-{5-methyl-1H,2H,3H,4H,5H-pyrido[4,3-b]indol-2-yl}propyl)-4-({3-oxa-8-azabicyclo[3.2.1]octan-8-yl}carbonyl)benzamide